BrC1=CC=CC=2OC3=C(C21)C=CC(=C3)Br 1,7-dibromodibenzofuran